(S)-7-ethoxy-6-methoxy-1-(2-(5-methoxy-1H-indol-3-yl)ethyl)-2-cyclopropylsulfonyl-1,2,3,4-tetrahydro-isoquinoline C(C)OC1=C(C=C2CCN([C@H](C2=C1)CCC1=CNC2=CC=C(C=C12)OC)S(=O)(=O)C1CC1)OC